BrC=1C=C2C=CC(=NC2=CC1)CBr 6-bromo-2-(bromomethyl)quinoline